NC=1C(NC2=C3C(=C(C=C2C1C1=CC(=CC=C1)O)Br)C=CC=C3)=O 3-Amino-6-bromo-4-(3-hydroxyphenyl)-1H-benzo[h]quinolin-2-one